(R)-1-(4-aminopyrimidin-2-yl)-3,3-difluoro-4-methylpiperidin-4-ol NC1=NC(=NC=C1)N1CC([C@@](CC1)(O)C)(F)F